FC1=CC=C(C=C1)C1=NNC=C1CNC(C1=CC=C(C=C1)CCCCCC)=O N-((3-(4-fluorophenyl)-1H-pyrazol-4-yl)methyl)-4-hexylbenzamide